tert-butyl D-serinate hydrochloride Cl.N[C@H](CO)C(=O)OC(C)(C)C